1-(4-fluorophenyl)cyclobutane-1-carbonitrile FC1=CC=C(C=C1)C1(CCC1)C#N